N-(2-((4-(2-(Isobutylamino)ethyl)phenyl)carbamoyl)-4,5-dimethoxyphenyl)-4-oxo-4H-chromene-2-carboxamide trifluoroacetate salt FC(C(=O)O)(F)F.C(C(C)C)NCCC1=CC=C(C=C1)NC(=O)C1=C(C=C(C(=C1)OC)OC)NC(=O)C=1OC2=CC=CC=C2C(C1)=O